1-acetyl-N-(5-(3-fluorophenoxy)-2-methoxyphenyl)pyrrolidine-3-carboxamide C(C)(=O)N1CC(CC1)C(=O)NC1=C(C=CC(=C1)OC1=CC(=CC=C1)F)OC